FC1([C@@H](N(CCC1)C1=CC(=CC(N1)=O)N1CCOCC1)CC1=CC=C(C=C1)OC)F (S)-6-(3,3-difluoro-2-(4-methoxybenzyl)piperidin-1-yl)-4-morpholinopyridin-2(1H)-one